ethylene acrylate carbon [C+4].C(C=C)(=O)[O-].C=C.C(C=C)(=O)[O-].C(C=C)(=O)[O-].C(C=C)(=O)[O-]